C(O)CN.C(CCCCCCCCCCC)C1=C(C=CC=C1)S(=O)(=O)O E-Dodecyl-benzenesulfonic acid monoethanolamine salt